C1(CC1)CN1C(=CC=2C1=NC(=CC2)F)C2=NC1=C(N2C)C(=CC(=C1)C(=O)N1[C@@H]2CC[C@H](C1)[C@H]2N)OC (1R,4R,7R)-2-{2-[1-(cyclopropylmethyl)-6-fluoro-1H-pyrrolo[2,3-b]pyridin-2-yl]-7-methoxy-1-methyl-1H-1,3-benzodiazole-5-carbonyl}-2-azabicyclo[2.2.1]heptan-7-amine